bis(2,4-di-t-butylphenyl)[1,1-biphenyl]-4,4'-diyl bisphosphite P(OC1=C(C(=C(C=C1)C1=CC=C(C=C1)OP([O-])[O-])C1=C(C=C(C=C1)C(C)(C)C)C(C)(C)C)C1=C(C=C(C=C1)C(C)(C)C)C(C)(C)C)([O-])[O-]